phenylmethyltrimethoxysilane C1(=CC=CC=C1)C[Si](OC)(OC)OC